1-(2,3-epoxypropyl)-4-t-butoxycarbonylpiperazine C(C1CO1)N1CCN(CC1)C(=O)OC(C)(C)C